C1(=CC=C(C=C1)C1=C(C(=C(C(=C1C1=CC=CC=C1)C1=CC=CC=C1)C1=CC=CC=C1)C(=O)O)C(=O)O)C1=C(C(=C(C(=C1C1=CC=CC=C1)C1=CC=CC=C1)C1=CC=CC=C1)C(=O)O)C(=O)O p-phenylene-bis(triphenylbenzenedioic acid)